2-(2-(cyclohept-1-en-1-yl)-5-ethyl-6-(4-(3-hydroxyisonicotinoyl)piperazin-1-yl)-7-oxo-[1,2,4]triazolo[1,5-a]pyrimidin-4(7H)-yl)-N-(2-fluoro-4-(trifluoromethyl)phenyl)acetamide C1(=CCCCCC1)C1=NN2C(N(C(=C(C2=O)N2CCN(CC2)C(C2=C(C=NC=C2)O)=O)CC)CC(=O)NC2=C(C=C(C=C2)C(F)(F)F)F)=N1